C(C)(C)(C)OC(=O)N(C(OC(C)(C)C)=O)CCOCCOCCOCCOCCOCCOCCOCCOCCOC1=CC(=CC(=C1)[N+](=O)[O-])Cl tert-butyl N-tert-butoxycarbonyl-N-[2-[2-[2-[2-[2-[2-[2-[2-[2-(3-chloro-5-nitro-phenoxy)ethoxy]ethoxy]ethoxy]ethoxy]ethoxy]ethoxy]ethoxy] ethoxy]ethyl]carbamate